O1N=CC2C1(CCC2)C(=O)[O-] 3a,4,5,6-tetrahydro-6aH-cyclopenta[d][1,2]oxazole-6a-carboxylate